N-[5-amino-2-(4-methylpiperazin-1-yl)phenyl]-4-[(tert-butyldiphenylsilyl)oxy]-N-methylbutanamide NC=1C=CC(=C(C1)N(C(CCCO[Si](C1=CC=CC=C1)(C1=CC=CC=C1)C(C)(C)C)=O)C)N1CCN(CC1)C